ClC=1C=C(C=CC1F)C(OCC1=NC=CC=C1)C=1N(C(=C(N1)S(=O)(=O)C)C)COCC[Si](C)(C)C 2-(((3-chloro-4-fluorophenyl)(5-methyl-4-(methylsulfonyl)-1-((2-(trimethylsilyl)ethoxy)methyl)-1H-imidazol-2-yl)methoxy)methyl)pyridine